methyl-(2-methyl-5-trifluoromethyl-1H-indol-3-yl) propionate C(CC)(=O)OC1=C(N(C2=CC=C(C=C12)C(F)(F)F)C)C